4-(6-chloro-4-(1,5-diazocan-1-yl)-8-fluoro-2-(((S)-1-methylpyrrolidin-2-yl)methoxy)quinazolin-7-yl)benzo[d]thiazol-2-amine ClC=1C=C2C(=NC(=NC2=C(C1C1=CC=CC2=C1N=C(S2)N)F)OC[C@H]2N(CCC2)C)N2CCCNCCC2